1-(2-((1R,3S,5R)-3-((6-bromo-3-methylpyridin-2-yl)carbamoyl)-5-methyl-2-azabicyclo[3.1.0]hexan-2-yl)-2-oxoethyl)-5-(2-methylpyrimidin-5-yl)-1H-indazole-3-carboxylic acid BrC1=CC=C(C(=N1)NC(=O)[C@H]1N([C@@H]2C[C@@]2(C1)C)C(CN1N=C(C2=CC(=CC=C12)C=1C=NC(=NC1)C)C(=O)O)=O)C